O.N1N=NC2=C1C=CC(=C2)C(=O)O 1H-1,2,3-Benzotriazole-5-carboxylic acid monohydrate